C[N+](C)(CCCS(=O)(=O)[O-])CCCCCCCCCCCCCCCC 3-(N,N-dimethylpalmitylammonio)-propanesulfonate